4-(2,2-Dimethoxyethyl)piperidine COC(CC1CCNCC1)OC